(2S,12R,12aS)-8-(trifluoromethyl)-2,3,6,11,12,12a-hexahydro-2,12-methanopyrrolo[1',2':1,2]azepino[4,5-b]indol-5(1H)-one FC(C=1C=C2C3=C(NC2=CC1)[C@H]1[C@H]2N(C(C3)=O)C[C@H](C2)C1)(F)F